5-{1-fluoro-3-hydroxy-6-[(3-hydroxy-3-methylbutyl)amino]naphthalen-2-yl}-1λ6,2,5-thiadiazolidine-1,1,3-trione FC1=C(C(=CC2=CC(=CC=C12)NCCC(C)(C)O)O)N1CC(NS1(=O)=O)=O